(S)-3-chloro-4-(5-(3,5-dimethylisoxazol-4-yl)-1-(tetrahydrofuran-3-yl)-1H-pyrrolo[2,3-b]pyridin-3-yl)-5-(trifluoromethoxy)benzoic acid ClC=1C=C(C(=O)O)C=C(C1C1=CN(C2=NC=C(C=C21)C=2C(=NOC2C)C)[C@@H]2COCC2)OC(F)(F)F